FC=1C=C(C=CC1C=1C=NC(=CC1)C=1N=NN(N1)CCC)N1C(O[C@H](C1)C(F)O)=O (R)-3-(3-fluoro-4-(6-(2-propyl-2H-tetrazol-5-yl)pyridin-3-yl)phenyl)-5-(hydroxyfluoromethyl)oxazolidin-2-one